(7r,15s)-15-{4-[5-chloro-2-(4-chloro-1H-1,2,3-triazol-1-yl)phenyl]-6-oxo-1,6-dihydropyrimidin-1-yl}-2,5,9-triazatricyclo[14.3.1.02,7]eicosa-1(20),16,18-trien-8-one hydrochloride Cl.ClC=1C=CC(=C(C1)C=1N=CN(C(C1)=O)[C@H]1CCCCCNC([C@H]2CNCCN2C=2C=CC=C1C2)=O)N2N=NC(=C2)Cl